5-[(E)-N-hydroxy-C-methyl-carbonimidoyl]-4-oxo-1-[4-(trifluoromethoxy)phenyl]cinnoline-3-carboxylic acid O\N=C(/C)\C1=C2C(C(=NN(C2=CC=C1)C1=CC=C(C=C1)OC(F)(F)F)C(=O)O)=O